CC1=C(C=C(C(=O)NCCC=2C=NN(C2)C)C=C1)NS(=O)(=O)C1=CC=C(C=C1)C 4-methyl-N-(2-(1-methyl-1H-pyrazol-4-yl)ethyl)-3-((4-methylphenyl)sulfonylamino)benzamide